BrC1=CC=C(C=C1)[C@]12[C@](C3=NC=C(C=C3O1)Cl)([C@@H]([C@@H]([C@H]2C2=CC=CC=C2)C)O)O |r| Rac-(5aR,6S,7R,8R,8aS)-5a-(4-bromophenyl)-3-chloro-7-methyl-6-phenyl-5a,6,7,8-tetrahydro-8aH-cyclopenta[4,5]furo[3,2-b]pyridine-8,8a-diol